1-amino-3-bromo-5-methoxypyridine 2,4,6-trimethylbenzenesulfonate CC1=C(C(=CC(=C1)C)C)S(=O)(=O)O.NN1CC(=CC(=C1)OC)Br